2-(6-(4-(4-((6-(2,4-dioxotetrahydropyrimidin-1(2H)-yl)pyridazin-3-yl)methyl)piperazin-1-yl)piperidin-1-yl)-1-oxoisoindolin-2-yl)-2-(5-fluoro-2-hydroxyphenyl)-N-(thiazol-2-yl)acetamide O=C1N(CCC(N1)=O)C1=CC=C(N=N1)CN1CCN(CC1)C1CCN(CC1)C1=CC=C2CN(C(C2=C1)=O)C(C(=O)NC=1SC=CN1)C1=C(C=CC(=C1)F)O